NC1=CC=C(C=C1)C1=NN(C(=C1C(=O)N)NC1=CC=C(C=C1)C#N)C(C)(C)C 3-(4-aminophenyl)-1-(tert-butyl)-5-((4-cyanophenyl)amino)-1H-pyrazole-4-carboxamide